CN1N=CC(=C1C1=CC=C(C[N+]2=NOC(=C2)[N-]C(NC2=CC(=NC=C2)C(F)(F)F)=O)C=C1)C (3-(4-(1,4-Dimethyl-1H-pyrazol-5-yl)benzyl)-1,2,3-oxadiazol-3-ium-5-yl)((2-(trifluoromethyl)-pyridin-4-yl)carbamoyl)amide